6,7-dichloro-3-((6-(trifluoromethyl)pyridin-3-yl)methyl)-1,3,4,9-tetrahydro-[1,2,6]thiadiazino[4,3-g]indole 2,2-dioxide ClC=1C=2C(=CNC2C2=C(C1)CN(S(N2)(=O)=O)CC=2C=NC(=CC2)C(F)(F)F)Cl